N-(4-((3S,5R)-3-amino-5-methylpiperidin-1-yl)pyridin-3-yl)-2,2',6,6'-tetrafluoro-4'-(morpholinomethyl)-[1,1'-biphenyl]-3-carboxamide dihydrochloride Cl.Cl.N[C@@H]1CN(C[C@@H](C1)C)C1=C(C=NC=C1)NC(=O)C=1C(=C(C(=CC1)F)C1=C(C=C(C=C1F)CN1CCOCC1)F)F